C(C=C)C=1C=C(C(=C(C1)C1=C(C=CC(=C1)CC=C)O)O)C=CC(=O)C1=CC=C(C=C1)CC(C)C 3-(5,5'-diallyl-2,2'-dihydroxy-[1,1'-biphenyl]-3-yl)-1-(4-isobutylphenyl)prop-2-en-1-one